FC=1C(=C2CNC(C2=C(C1)NC1=NC=C(C=C1)N1CCC(CC1)O)=O)C1=C2C(=NC=C1)N(C=C2)C 5-fluoro-7-[[5-(4-hydroxy-1-piperidyl)-2-pyridyl]amino]-4-(1-methylpyrrolo[2,3-b]pyridin-4-yl)isoindolin-1-one